2-(2-(cyclopropanesulfonamido)thiazol-4-yl)-N-(5-(5-fluoropyridin-3-yl)pyrimidin-2-yl)-2-methylpropanamide C1(CC1)S(=O)(=O)NC=1SC=C(N1)C(C(=O)NC1=NC=C(C=N1)C=1C=NC=C(C1)F)(C)C